NC1=NC2=CC(=CC=C2C(=C1)N1CCN(CC1)C(=O)N[C@@H]1C(NC2=C(CC1)C=CC=C2)=O)Cl 4-(2-amino-7-chloro-4-quinolinyl)-N-[(3S)-2,3,4,5-tetrahydro-2-oxo-1H-1-benzazepin-3-yl]-1-piperazinecarboxamide